bromomethylbenzoic acid indole salt N1C=CC2=CC=CC=C12.BrCC1=C(C(=O)O)C=CC=C1